4-(5-Propyltetrahydropyran-2-yl)cyclohexanon C(CC)C1CCC(OC1)C1CCC(CC1)=O